6-(cyclopropylmethoxy)-N-{3-[(3-fluoropropoxy)methyl]pentan-3-yl}-5-(3-methoxyazetidin-1-yl)pyridine-2-carboxamide C1(CC1)COC1=C(C=CC(=N1)C(=O)NC(CC)(CC)COCCCF)N1CC(C1)OC